N'-(2-cyclopropyl-4-(difluoromethoxy)-6-isopropylphenylcarbamoyl)-4-((dimethylamino)methyl)benzenesulfonimidamide C1(CC1)C1=C(C(=CC(=C1)OC(F)F)C(C)C)NC(=O)N=S(=O)(N)C1=CC=C(C=C1)CN(C)C